(1r,2'S,4S)-4-(3-chloroanilino)-2'-{(2R)-3-[(7-hydroxy-6,7-dihydro-5H-cyclopenta[b]pyridin-4-yl)oxy]-2-methylpropyl}-2',3'-dihydrospiro[cyclohexane-1,1'-indene]-4-carboxylic acid ClC=1C=C(NC2(CCC3([C@H](CC4=CC=CC=C34)C[C@H](COC3=C4C(=NC=C3)C(CC4)O)C)CC2)C(=O)O)C=CC1